5-bromobicyclo[4.2.0]oct-1,3,5-triene-2-carbaldehyde BrC=1C=CC(=C2CCC12)C=O